FC1=C(C(=CC(=C1)O)F)C(C(=O)OCC)=O ethyl 2-(2,6-difluoro-4-hydroxyphenyl)-2-oxoacetate